(S)-3-(4-(3-((tert-butyldimethylsilyl)oxy)piperidin-1-yl)pyridin-2-yl)-6-chloroimidazo[1,2-b]pyridazine [Si](C)(C)(C(C)(C)C)O[C@@H]1CN(CCC1)C1=CC(=NC=C1)C1=CN=C2N1N=C(C=C2)Cl